methyl (S,E)-3-(2-(chloromethyl)-1-(oxetan-2-ylmethyl)-1H-benzo[d]imidazol-6-yl)acrylate ClCC1=NC2=C(N1C[C@H]1OCC1)C=C(C=C2)/C=C/C(=O)OC